cyclopropyl-2-((2-fluoro-4-iodophenyl)amino)-N,1,5-trimethyl-4-(2-methyl-3-((N-methylsulfamoyl)amino)phenoxy)-6-oxo-1,6-dihydropyridine-3-carboxamide C1(CC1)N(C(=O)C1=C(N(C(C(=C1OC1=C(C(=CC=C1)NS(NC)(=O)=O)C)C)=O)C)NC1=C(C=C(C=C1)I)F)C